C1(=C(C=CC=C1)C=C\C=C\C1=C(C=CC=C1)C)C (7E,3E)-1,4-di-o-tolylbuta-1,3-diene